3-hydroxy-3-methyl-N-(3-(o-tolyl)-5-(trifluoromethyl)pyrazolo[1,5-a]pyridin-2-yl)butanamide OC(CC(=O)NC1=NN2C(C=C(C=C2)C(F)(F)F)=C1C1=C(C=CC=C1)C)(C)C